Phenylethylamide C1(=CC=CC=C1)CC[NH-]